(2S)-5,5-dimethyl-2-[(2S)-3-(1-methyl-1H-imidazol-5-yl)-2-(N-methylacetylamino)propionylamino]hexanoic acid CC(CC[C@@H](C(=O)O)NC([C@H](CC1=CN=CN1C)NC(CC)=O)=O)(C)C